ClC=1C(=CC(=C(C(=O)NS(=O)(=O)C2=CC3=C(OCCO3)C=C2)C1)F)OCC1CCCC1 5-chloro-4-(cyclopentylmethoxy)-N-((2,3-dihydrobenzo[b][1,4]dioxin-6-yl)sulfonyl)-2-fluorobenzamide